N1C=CC2=CC=CC=C12.[B] boron indole